7-[2-cyano-3-[[ethyl(methyl)sulfamoyl]amino]-6-fluoro-phenoxy]-2-[(4-hydroxy-4-piperidyl)methoxy]quinoxaline C(#N)C1=C(OC2=CC=C3N=CC(=NC3=C2)OCC2(CCNCC2)O)C(=CC=C1NS(N(C)CC)(=O)=O)F